(S)-1-(3-((8-(4-(trifluoromethyl)phenyl)pyrido[2,3-d]pyridazin-5-yl)amino)pyrrolidin-1-yl)prop-2-en-1-one HCl Cl.FC(C1=CC=C(C=C1)C=1N=NC(=C2C1N=CC=C2)N[C@@H]2CN(CC2)C(C=C)=O)(F)F